C1=NC=C(C2=CC=CC=C12)N1C(N(C2(CCC2)[C@H]1C#N)C=1C=NC(=CC1)C(F)(F)F)=O (S)-7-(isoquinolin-4-yl)-6-oxo-5-(6-(trifluoromethyl)pyridin-3-yl)-5,7-diazaspiro[3.4]octane-8-carbonitrile